NC1=NC=CC(=C1)C=1C=C2C=CN(C(C2=CC1)=O)CC=1C=C(C(=O)NCC2=CC3=CC=CC=C3C=C2)C=CC1 3-((6-(2-Aminopyridin-4-yl)-1-oxoisoquinolin-2(1H)-yl)methyl)-N-(naphthalen-2-ylmethyl)benzamide